tert-butyl 4-(2-(7-(cyclopropylmethoxy)-5-fluoro-4-oxo-3,4-dihydroquinazolin-2-yl)ethyl)-[1,4'-bipiperidine]-1'-carboxylate C1(CC1)COC1=CC(=C2C(NC(=NC2=C1)CCC1CCN(CC1)C1CCN(CC1)C(=O)OC(C)(C)C)=O)F